propyl-propanesultone C(CC)C1CCOS1(=O)=O